F[P-](F)(F)(F)(F)F.N1=C(C=CC=C1)C1=NC=CC=C1.N1=C(C=CC=C1)C1=NC=CC=C1.N1=C(C=CC=C1)C1=NC=CC=C1.[Ru+2].F[P-](F)(F)(F)(F)F ruthenium (II) tris(2,2'-bipyridyl) hexafluorophosphate